O5-benzyl O2-ethyl 6,7-dihydro-4H-pyrazolo[1,5-a]pyrazine-2,5-dicarboxylate N1=C(C=C2N1CCN(C2)C(=O)OCC2=CC=CC=C2)C(=O)OCC